C(C)(C)(C)OC(=O)N1C[C@H](CC1)N1C(N(C=2C1=NC=CC2)C=2C=NC(=CC2)Cl)=O (S)-3-(1-(6-Chloropyridin-3-yl)-2-oxo-1,2-dihydro-3H-imidazo[4,5-b]pyridin-3-yl)pyrrolidine-1-carboxylic acid tert-butyl ester